BrC1=CC=NC=2N1N=C(C2)Cl 7-bromo-2-chloro-pyrazolo[1,5-a]pyrimidine